N'-{5-(Difluoromethyl)-2-methyl-4-[3-(trimethylsilyl)propoxy]phenyl}-N-ethyl-N-methylimidoformamid FC(C=1C(=CC(=C(C1)N=CN(C)CC)C)OCCC[Si](C)(C)C)F